CNC(CC[C@@H]1N(COC1=O)C(=O)OC)=O (S)-methyl 4-(3-(methylamino)-3-oxopropyl)-5-oxooxazolidine-3-carboxylate